N-({4-[6-(trifluoromethyl)pyridine-3-sulfonyl]phenyl}methyl)thieno[2,3-c]pyridine-2-carboxamide FC(C1=CC=C(C=N1)S(=O)(=O)C1=CC=C(C=C1)CNC(=O)C1=CC=2C(=CN=CC2)S1)(F)F